2-[3-(4-Chloro-3-isopropyloxyphenyl)-1-methyl-1H-1,2,4-triazol-5-yl]-N-[(4S)-3,4-dihydro-2H-1-benzopyran-4-yl]acetamid ClC1=C(C=C(C=C1)C1=NN(C(=N1)CC(=O)N[C@H]1CCOC2=C1C=CC=C2)C)OC(C)C